COC1(OC(C=C1)OC)C(O)C1=CC=C(C=C1)C(C)C (2,5-dimethoxy-2,5-dihydrofuran-2-yl)(4-isopropylphenyl)methanol